2-ethoxy-6-(2-methyl-2H-indazol-5-yl)-8-(4-(trifluoromethoxy)phenyl)-1,6-naphthyridin-7(6H)-one C(C)OC1=NC2=C(C(N(C=C2C=C1)C1=CC2=CN(N=C2C=C1)C)=O)C1=CC=C(C=C1)OC(F)(F)F